2-(2,5,8,11,14,17,20,23-octaoxahexacosane-26-amido)succinamide COCCOCCOCCOCCOCCOCCOCCOCCC(=O)NC(C(=O)N)CC(=O)N